CC(C(=O)C1=CC=C(C=C1)SC)(C)N1CCOCC1 2-methyl-2-morpholino-1-(4-methylmercaptophenyl)propan-1-one